BrC1=C(C(=O)NC2=NN=NN2C)C=CC(=C1CS(=O)C)C(F)(F)F 2-Bromo-3-[(methylsulfinyl)methyl]-N-(1-methyl-1H-tetrazol-5-yl)-4-(trifluoromethyl)benzamid